BrC1=C(OCCSCC2=NNC(O2)=S)C=CC(=C1)Br 5-[(2,4-dibromophenoxyethylsulfanyl)methyl]-1,3,4-oxadiazole-2(3H)-thione